PYRAZOLO[1,5-A]PYRAZIN N1=CC=C2N1C=CN=C2